palladium (II) dicyclohexyl-[2-(2,4,6-triisopropylphenyl)phenyl]phosphine mesylate S(C)(=O)(=O)[O-].C1(CCCCC1)P(C1=C(C=CC=C1)C1=C(C=C(C=C1C(C)C)C(C)C)C(C)C)C1CCCCC1.[Pd+2].S(C)(=O)(=O)[O-]